FC(CC=1C(=NC(=NC1OC)NS(=O)(=O)C1=CNC2=C(C(=CC=C12)F)N1N=CC=N1)OC)F N-[5-(2,2-difluoroethyl)-4,6-dimethoxy-pyrimidin-2-yl]-6-fluoro-7-(triazol-2-yl)-1H-indole-3-sulfonamide